CC=1C=C(C=CC1C)S(/C=C/CNC(=O)C=1C(NC=C2CCCCC12)=O)(=O)=N N-[(2E)-3-[(3,4-dimethylphenyl)(imino)oxo-λ6-sulfanyl]prop-2-en-1-yl]-3-oxo-2,3,5,6,7,8-hexahydroisoquinoline-4-carboxamide